1-hexyl-4-[1-methyl-4-(3-{[1-methyl-4-(1-methylimidazole-2-amido)imidazol-2-yl]formamido}propanamido)imidazole-2-amido]imidazole-2-carboxylic acid C(CCCCC)N1C(=NC(=C1)NC(=O)C=1N(C=C(N1)NC(CCNC(=O)C=1N(C=C(N1)NC(=O)C=1N(C=CN1)C)C)=O)C)C(=O)O